methylenebis(4-amino-3-methylbenzoate) C(C1=C(C(=O)[O-])C=CC(=C1C)N)C1=C(C(=O)[O-])C=CC(=C1C)N